N1C2=C(O[C@@H](C1)[C@@H](C1=CC=CC=C1)NC[C@H](C)C1=CC=C(C#N)C=C1)N=CC=C2 |o1:15| 4-((R or S)-1-(((R)-((S)-2,3-dihydro-1H-pyrido[2,3-b][1,4]oxazin-3-yl)(phenyl)methyl)amino)propan-2-yl)benzonitrile